N1=C(C=CC=C1)C1=C(C#N)C=CC=C1 2-(pyridin-2-yl)benzonitrile